(1R,10R,11R,12R)-10-(chloromethyl)-12-fluoro-11-[(4-methoxyphenyl)diphenylmethoxy]-4-methyl-8,13-dioxa-2,6-diazatricyclo[8.2.1.0{2,7}]trideca-3,6-dien-5-one ClC[C@@]12COC3=NC(C(=CN3[C@@H]([C@@H]([C@@H]1OC(C1=CC=CC=C1)(C1=CC=CC=C1)C1=CC=C(C=C1)OC)F)O2)C)=O